4-[(1-tert-butoxycarbonyl-4-piperidyl)methyl-amino]-6-chloro-pyridine-3-carboxylic acid C(C)(C)(C)OC(=O)N1CCC(CC1)CNC1=C(C=NC(=C1)Cl)C(=O)O